C(C(O)C)(=O)OCCCC butyl lactoate